ClC1(C(NC2=CC=CC=C12)=O)Cl 3,3-dichloro-2-oxindole